N-[(3S,4S)-1-methyl-3-methyl-4-piperidyl]-6-{3-[4-(tert-butyl)-2-anisidino]-1-propynyl}-1-(2,2,2-trifluoroethyl)-1H-1,3-benzimidazole-4-carboxamide CN1C[C@@H]([C@H](CC1)NC(=O)C1=CC(=CC=2N(C=NC21)CC(F)(F)F)C#CCNC=2C(OC)=CC=C(C2)C(C)(C)C)C